(4aR,8aS)-6-(3-((2-methyl-3-(trifluoromethyl)benzyl)oxy)azetidine-1-carbonyl)hexahydro-2H-pyrido[4,3-b][1,4]oxazin-3(4H)-one CC1=C(COC2CN(C2)C(=O)N2C[C@@H]3[C@@H](OCC(N3)=O)CC2)C=CC=C1C(F)(F)F